FC1=C(C=CC=C1)C1=C(C(=CN1S(=O)(=O)C=1C=NC(=CC1)OC)CNC)OC 1-(5-(2-fluorophenyl)-4-methoxy-1-((6-methoxypyridin-3-yl)sulfonyl)-1H-pyrrol-3-yl)-N-methyl-methylamine